6-((3'-fluoro-[1,1'-biphenyl]-3-yl)methyl)-7-(methylsulfonylamino)-5-azaspiro[2.4]heptane-5-carboxylic acid tert-butyl ester C(C)(C)(C)OC(=O)N1CC2(CC2)C(C1CC=1C=C(C=CC1)C1=CC(=CC=C1)F)NS(=O)(=O)C